BrC=1C(=CC(=NC1)C(F)(F)F)CCC(=O)N(C)OC 3-(5-bromo-2-(trifluoromethyl)pyridin-4-yl)-N-methoxy-N-methylpropanamide